C(=O)C=1OC=CC1 2-methanoyl-furan